BrC=1C=C2C(=NC1)C(CC2)(C)NC(OC(C)(C)C)=O tert-butyl N-{3-bromo-7-methyl-5H,6H-cyclopenta[b]pyridin-7-yl}carbamate